1-(3-chloro-5-fluorophenyl)-3-(5-bromo-2-hydroxymethylphenyl)urea ClC=1C=C(C=C(C1)F)NC(=O)NC1=C(C=CC(=C1)Br)CO